BrC1=C(C=C(C=C1OC)C1(N(CCCC1)C(=O)OC(C)(C)C)O)OC tert-butyl 2-(4-bromo-3,5-dimethoxyphenyl)-2-hydroxypiperidine-1-carboxylate